NC1=C([N+](=CC2=C(C=CC=C12)Br)[O-])C(NCCC)=O 4-amino-8-bromo-3-(propylcarbamoyl)isoquinoline 2-oxide